ethyl 2-(4-(3-(4-bromo-3-methylphenoxy)propyl)piperazin-1-yl)acetate BrC1=C(C=C(OCCCN2CCN(CC2)CC(=O)OCC)C=C1)C